N-isopropyl-N-(9-(3-(pyridin-2-yl)phenyl)-9H-carbazol-2-yl)benzene-1,2-diamine C(C)(C)N(C=1C(=CC=CC1)N)C1=CC=2N(C3=CC=CC=C3C2C=C1)C1=CC(=CC=C1)C1=NC=CC=C1